C(C)(=O)O.NCCCNCCCCNCCCN spermine, acetate salt